[1-benzyl-5-[[tert-butyl(diphenyl)silyl]oxymethyl]-2-thioxo-3-piperidyl] acetate C(C)(=O)OC1C(N(CC(C1)CO[Si](C1=CC=CC=C1)(C1=CC=CC=C1)C(C)(C)C)CC1=CC=CC=C1)=S